ClS(=O)(=O)C1=CC2=C(OCCN2C(=O)OC(C)(C)C)N=C1 tert-butyl 7-(chlorosulfonyl)-2,3-dihydro-1H-pyrido[2,3-b][1,4]oxazine-1-carboxylate